(R)-1-(5-bromo-1-methyl-1H-imidazol-2-yl)-N,N-dimethylethylamine BrC1=CN=C(N1C)[C@@H](C)N(C)C